O1CC(=CC1)C1=NC(=NC(=C1)NC1=NNC(=C1)C)NC1C2CC3(CC(CC1C3)C2)O 4-[(4-(2,5-dihydrofuran-3-yl)-6-[(5-methyl-1H-pyrazol-3-yl)amino]pyrimidin-2-yl)amino]adamantan-1-ol